O[C@@H](CNC(=O)C1=C(C=NC=C1)NC1=C(C=C(C=C1)I)F)CO N-[(2S)-2,3-dihydroxypropyl]-3-(2-fluoro-4-iodophenylamino)pyridine-4-carboxamide